ethylene thiodiglycolate C1(COCC(=O)OCCO1)=S